2-{[(2S)-1,4-Dioxan-2-yl]methyl}-8-methyl-N-{[(2S)-oxolan-2-yl]methyl}-(4S)-4-(trifluoromethyl)-4,5-dihydro-2H-furo[2,3-g]indazol-7-carboxamid O1[C@H](COCC1)CN1N=C2C3=C(C[C@@H](C2=C1)C(F)(F)F)OC(=C3C)C(=O)NC[C@H]3OCCC3